[Cl-].[Cl-].CC=1CC=C(C1)C=C1C(SC2=C1C=CC=C2)[Zr+2]C2SC1=C(C2=CC2=CCC(=C2)C)C=CC=C1 bis(3-(1-(4-methyl-1,4-cyclopentadienyl)methylene)benzothienyl)zirconium dichloride